3-bromo-1-(3-chloropyridin-2-yl)-1H-pyrazole-5-formic acid BrC1=NN(C(=C1)C(=O)O)C1=NC=CC=C1Cl